C(=C)C1=CC2=CC=CC=C2C=C1 2-Vinylnaphthalin